FC1=C(C=C(C=C1)OC)C1=C(NC=2C1=NC=CC2)C2=C(C=NC=C2)OCCN(S(=O)(=O)C=C)C N-[2-({4-[3-(2-fluoro-5-methoxyphenyl)-1H-pyrrolo[3,2-b]pyridin-2-yl]pyridin-3-yl}oxy)ethyl]-N-methylethenesulfonamide